NC=1C=C(C=CC1)C(O)C1=NC=CC=C1 (3-aminophenyl)(pyridin-2-yl)methanol